NCC=1C=C(C=CC1)C1=CC2=C(N(N=C2C=C1)C(C)C)COC1=C(C=CC=C1)CC(=O)O 2-(2-((5-(3-(aminomethyl)phenyl)-2-isopropyl-2H-indazol-3-yl)methoxy)phenyl)acetic acid